OC(CN(CCCCC(=O)OCCN1CCN(CC1)CCSSCCC(C)N(CC(CCCCCCCCCC)O)CC(CCCCCCCCCC)O)CC(CCCCCCCCCC)O)CCCCCCCCCC 2-(4-(2-((3-(Bis(2-hydroxydodecyl)amino)butyl)disulfaneyl)ethyl)piperazin-1-yl)ethyl 5-(bis(2-hydroxydodecyl)amino)pentanoate